C1(CCCC1)N1C(CN(C=2C(N[C@](NC12)(N)NC=1C=C2CCN(CC2=CC1OC)S(=O)(=O)N1CCCCC1)=O)C)CC (R)-8-cyclopentyl-7-ethyl-2-{[7-methoxy-2-(piperidin-1-ylsulfonyl)-1,2,3,4-tetrahydroisoquinolin-6-yl]amino}-5-methyl-7,8-dihydropterin